6-hydroxy-3,4-dihydro-2(1H)quinolinone OC=1C=C2CCC(NC2=CC1)=O